CC1(C#N)C(C=C(C(=C1)C)C)C 1,2,4,5-tetramethylbenzonitrile